tert-butyl 4-[(3-bromo-2-oxo-1,2-dihydropyridin-1-yl)methyl]piperidine-1-carboxylate BrC=1C(N(C=CC1)CC1CCN(CC1)C(=O)OC(C)(C)C)=O